CN(C([C@H](C(C)C)NC(=O)[C@H]1N([C@@H]2CC[C@H]1C2)C)=O)[C@H]([C@@H](CC(=O)O)OC)[C@H](CC)C (3R,4S,5S)-4-((S)-N,3-dimethyl-2-((1R,3S,4S)-2-methyl-2-azabicyclo[2.2.1]heptane-3-carboxamido)butanamido)-3-methoxy-5-methylheptanoic acid